ClC1=C(C#N)C=C(C(=N1)NC1=CC2=C(N(C(N2CCC(C)(C)O)=O)C)C=C1)F 2-chloro-5-fluoro-6-((3-(3-hydroxy-3-methylbutyl)-1-methyl-2-oxo-2,3-dihydro-1H-benzo[d]imidazol-5-yl)amino)nicotinonitrile